N1(CCOCC1)C1=NC(=NC(=C1)OC)C1(NC=NC2=CC(=C(C=C12)N)OC)N 4-(4-morpholinyl-6-methoxypyrimidin-2-yl)-7-methoxyquinazoline-4,6-diamine